2,4-di(trimethylsiloxy)pyrimidine C[Si](OC1=NC=CC(=N1)O[Si](C)(C)C)(C)C